CN1CC(C1)(C)[C@@](C=1C=C(C=NC1)C#C[C@@](C)(O)C1=NN(C=C1)C)(C1=CC=C(C=C1)C(C)C)O (R)-4-{5-[(R)-(1,3-Dimethyl-azetidin-3-yl)-hydroxy-(4-isopropyl-phenyl)-methyl]-pyridin-3-yl}-2-(1-methyl-1H-pyrazol-3-yl)-but-3-yn-2-ol